4,4'-(((2-methylenepropane-1,3-diyl)bis(oxy))bis(6-methoxyisoindoline-5,2-diyl))bis(4-oxobutanoic acid) C=C(COC=1C=C2CN(CC2=CC1OC)C(CCC(=O)O)=O)COC=1C=C2CN(CC2=CC1OC)C(CCC(=O)O)=O